(S)-quinuclidin-3-yl (5-(3-isobutylphenyl)-2,2-dimethyl-2,3-dihydro-1H-inden-1-yl)carbamate C(C(C)C)C=1C=C(C=CC1)C=1C=C2CC(C(C2=CC1)NC(O[C@@H]1CN2CCC1CC2)=O)(C)C